F[C@H]1CN(CC[C@H]1NC1=C2C=C(N(C2=CC=C1)CC(F)(F)F)C1=NOC(=N1)CNC(=O)C1=CN=C(S1)C1(CCOCC1)C)C N-{[3-(4-{[(3S,4R)-3-fluoro-1-methylpiperidin-4-yl]amino}-1-(2,2,2-trifluoroethyl)-1H-indol-2-yl)-1,2,4-oxadiazol-5-yl]methyl}-2-(4-methyloxan-4-yl)-1,3-thiazole-5-carboxamide